(S)-2-(6-Cyclopropyl-4-(4-fluoro-2-(4-methyl-4H-1,2,4-triazol-3-yl)phenyl)pyridin-2-yl)-6-(((1-methylpyrrolidin-2-yl)methoxy)methyl)-4-(trifluoromethyl)isoindolin-1-one C1(CC1)C1=CC(=CC(=N1)N1C(C2=CC(=CC(=C2C1)C(F)(F)F)COC[C@H]1N(CCC1)C)=O)C1=C(C=C(C=C1)F)C1=NN=CN1C